4-(7-Bromo-1-(2-ethyl-6-methylphenyl)-6-fluoro-2-carbonyl-1,2-dihydroquinoline-4-yl)piperazine-1-carboxylate BrC1=C(C=C2C(=CC(N(C2=C1)C1=C(C=CC=C1C)CC)=C=O)N1CCN(CC1)C(=O)[O-])F